1-(4-(((4-bromophenyl)thio)methyl)piperidin-1-yl)ethan-1-one BrC1=CC=C(C=C1)SCC1CCN(CC1)C(C)=O